N1C=C(C2=CC=CC=C12)CNC(=O)C1(CC2=CC=CC=C2C1)CC(=O)O 2-[2-(1H-indol-3-ylmethyl-carbamoyl)indan-2-yl]acetic acid